(R,E)-2-cyano-N-(1-(3,4-dimethoxyphenyl)ethyl)-3-(5-(4-((dimethylamino)methyl)phenyl)-1H-pyrrolo[2,3-b]pyridin-3-yl)acrylamide C(#N)/C(/C(=O)N[C@H](C)C1=CC(=C(C=C1)OC)OC)=C\C1=CNC2=NC=C(C=C21)C2=CC=C(C=C2)CN(C)C